2-(2,6-dioxopiperidin-3-yl)-4-fluoro-5-((4-(4-((3S,4R)-7-hydroxy-3-phenylchroman-4-yl)phenyl)piperazin-1-yl)methyl)isoindoline-1,3-dione O=C1NC(CCC1N1C(C2=CC=C(C(=C2C1=O)F)CN1CCN(CC1)C1=CC=C(C=C1)[C@H]1[C@H](COC2=CC(=CC=C12)O)C1=CC=CC=C1)=O)=O